diethyl ((3-bromo-5-(1H-1,2,4-triazol-3-yl)-7-(4,4,4-trifluorobutoxy)benzo[b]thiophen-2-yl)difluoromethyl)phosphonate BrC=1C2=C(SC1C(F)(F)P(OCC)(OCC)=O)C(=CC(=C2)C2=NNC=N2)OCCCC(F)(F)F